4,4'-isopropylidenebis[2-methylphenol] C(C)(C)(C1=CC(=C(C=C1)O)C)C1=CC(=C(C=C1)O)C